CO[Si](CCCS)(OC)OC 3-(trimethoxysilyl)propan-1-thiol